2-(N-methylmethylsulfonamido)-N-phenylbenzamide CN(S(=O)(=O)C)C1=C(C(=O)NC2=CC=CC=C2)C=CC=C1